(S)-2-(1-(ethylsulfonyl)-3-(4-(7-(2-(4-isobutyl-phenyl)propanoyl)-7H-pyrrolo[2,3-d]pyrimidin-4-yl)-1H-pyrazol-1-yl)azetidin-3-yl)acetonitrile C(C)S(=O)(=O)N1CC(C1)(N1N=CC(=C1)C=1C2=C(N=CN1)N(C=C2)C([C@@H](C)C2=CC=C(C=C2)CC(C)C)=O)CC#N